FC(OC1=CC=C(C=C1)C(/C=C/C1=CC=C(OCCC(=O)O)C=C1)=O)F 3-[4-[(E)-3-[4-(Difluoromethoxy)phenyl]-3-oxoprop-1-enyl]phenoxy]propanoic acid